3-ethylpyrazolo[1,5-a]pyrimidine-5,7-diol C(C)C=1C=NN2C1N=C(C=C2O)O